methyl 3-(cyanomethyl)bicyclo[1.1.1]pentane-1-carboxylate C(#N)CC12CC(C1)(C2)C(=O)OC